methyl 2-((S)-1-(2-ethyl-6-(1-methyl-5-(((methylsulfonyl)oxy)methyl)-1H-1,2,3-triazol-4-yl)pyridin-3-yl)pyrrolidin-3-yl)butanoate C(C)C1=NC(=CC=C1N1C[C@@H](CC1)C(C(=O)OC)CC)C=1N=NN(C1COS(=O)(=O)C)C